ClC1=C(C=CC=C1Cl)N1[C@@H](CN(CC1)CC[C@@H]1CC[C@H](CC1)N)C trans-4-(2-((R)-4-(2,3-dichlorophenyl)-3-methylpiperazin-1-yl)ethyl)cyclohexan-1-amine